Butyl 4-(N'-hydroxycarbamimidoyl)-4-methylpiperidine-1-carboxylate ON=C(N)C1(CCN(CC1)C(=O)OCCCC)C